C(NC(C1=CN=CC=C1NC1=CC=CC=2C=3C(CN(C12)C)=CNN3)=O)([2H])([2H])[2H] N-(methyl-d3)-4-((5-methyl-4,5-dihydro-2H-pyrazolo[4,3-c]quinolin-6-yl)amino)nicotinamide